CNC(O[C@@H]1CC[C@H](CC1)C(N(C1=NC=CC(=C1)C=1N=C(OC1)C1CC1)C[C@@H]1CC[C@H](CC1)C1=NC(=C(C=C1)OC)C#N)=O)=O trans-4-(((trans-4-(6-Cyano-5-methoxy-pyridin-2-yl)cyclohexyl)methyl)(4-(2-cyclopropyloxazol-4-yl)pyridine-2-yl)carbamoyl)cyclohexyl methylcarbamate